2,5-dioxopyrrolidin-1-yl N-(tert-butoxycarbonyl)-L-alanyl-L-alaninate C(C)(C)(C)OC(=O)N[C@@H](C)C(=O)N[C@@H](C)C(=O)ON1C(CCC1=O)=O